C(C)(C)(C)OC(=O)N1CC2CC(CC(C1)N2)O[Si](C)(C)C(C)(C)C 7-((tert-butyldimethylsilyl)oxy)-3,9-diazabicyclo[3.3.1]nonane-3-carboxylic acid tert-butyl ester